Azobis(2-amidinopropane) dichloride [Cl-].[Cl-].N(=NCC(C)C(N)=N)CC(C)C(N)=N